[Phenyl(biphenylyl)triazinyl](phenyldibenzoselenophenyl)benzene C1(=CC=CC=C1)C1=C(C(=NN=N1)C1=C(C=CC=C1)C1=C(C=CC=2[Se]C3=C(C21)C=CC=C3)C3=CC=CC=C3)C3=C(C=CC=C3)C3=CC=CC=C3